Cl.CN([C@H](CCNC(=O)N1CC2=CC=C(C=C2C1)F)C1=CSC=C1)C (R)-N-(3-(dimethylamino)-3-(thiophen-3-yl)propyl)-5-fluoroisoindoline-2-carboxamide hydrochloride